Din-nonylether C(CCCCCCCC)OCCCCCCCCC